ClC1=CC=C(C=C1)C(CC1CCCCC1)C 1-chloro-4-(1-cyclohexylpropan-2-yl)benzene